(R)-(4-(5-iodopyrimidin-2-yl)-1-(pyrimidin-4-yl)piperazin-2-yl)methanol IC=1C=NC(=NC1)N1C[C@@H](N(CC1)C1=NC=NC=C1)CO